FC=1C=C(C=CC1)NCCC1=CC(=NN1)N 5-(2-((3-fluorophenyl)amino)ethyl)-1H-pyrazol-3-amine